NC1=NN2C(C=C(C=C2)C=2C=C(C(=NC2C)OC)C(=O)NCC2=C(C=CC=C2)OC(C)C)=N1 5-{2-amino-[1,2,4]triazolo-[1,5-a]pyridin-7-yl}-2-methoxy-6-methyl-N-{[2-(propan-2-yloxy)phenyl]-methyl}pyridine-3-carboxamide